N1=CC=CC=2C=CC3=C(NC21)C=CC=C3 11H-benzo[b]pyrido[3,2-f]azepine